1-(4-bromobenzyl)-4-methylpiperidine-4-carboxylic acid methyl ester COC(=O)C1(CCN(CC1)CC1=CC=C(C=C1)Br)C